O=C1NC(CCC1N1C(C2=CC=CC(=C2C1=O)NCCCCCCC(=O)N1CCN(CC1)CC1=CC=C(C(=O)NC2=CC(=C(C=C2)C)NC2=NC=CC(=N2)C=2C=NC=CC2)C=C1)=O)=O 4-((4-(7-((2-(2,6-dioxopiperidin-3-yl)-1,3-dioxoisoindolin-4-yl)amino)heptanoyl)piperazin-1-yl)methyl)-N-(4-methyl-3-((4-(pyridin-3-yl)pyrimidin-2-yl)amino)phenyl)benzamide